C(C)C1=CC2=C(CCOC23CC(NCC3)C)S1(=O)=O 2-ethyl-2'-methyl-spiro[6,7-dihydrothieno[3,2-C]pyran-4,4'-piperidine]-1,1-dioxide